8-chloro-2-ethylimidazo[1,2-a]pyridine-3-carboxylic acid ClC=1C=2N(C=CC1)C(=C(N2)CC)C(=O)O